C1(CC1)C1=NN(C=C1C1=CC=C2C(=N1)NN=C2)[C@@H]2C[C@H](C2)CN (trans-3-(3-cyclopropyl-4-(1H-pyrazolo[3,4-b]pyridin-6-yl)-1H-pyrazol-1-yl)cyclobutyl)methanamine